N-(1-Isopropyl-1,2-dimethylpropyl)-1,3-benzodioxol-5-carboxamid C(C)(C)C(C(C)C)(C)NC(=O)C1=CC2=C(OCO2)C=C1